CC1=CC(=CC(=C1)C)C 2,4,6-trimethylbenzol